(2R,4S,5R,6R)-6-((1R,2R)-3-amino-1,2-dihydroxypropyl)-2-((4-(but-3-yn-1-yloxy)benzyl)oxy)-4-hydroxy-5-(2-hydroxyacetamido)tetrahydro-2H-pyran-2-carboxylic acid NC[C@H]([C@@H](O)[C@H]1[C@@H]([C@H](C[C@@](O1)(C(=O)O)OCC1=CC=C(C=C1)OCCC#C)O)NC(CO)=O)O